2-(cyclopentyloxy)-5-methylbenzene-1-sulfonamide C1(CCCC1)OC1=C(C=C(C=C1)C)S(=O)(=O)N